FC([C@H]1NCCC1)(F)F (2S)-2-(trifluoromethyl)pyrrolidine